(R)-2-fluoro-N-(9-oxo-2-(trifluoromethyl)-9H-indeno[2,1-d]pyrimidine-7-yl)propanamide F[C@@H](C(=O)NC1=CC=2C(C=3N=C(N=CC3C2C=C1)C(F)(F)F)=O)C